[I-].CN1C=[N+](C=C1)CC=C 1-methyl-3-(2-propen-1-yl)-1H-imidazolium iodide